2-Ethoxy-8,8-dimethyl-7a,8-dihydrobenzo[d]naphtho[1,2-f]pyrazolo[5,1-b][1,3]oxazepin-9(10H)-one C(C)OC=1C=CC=2C=CC3=C(C4=C(N5C(O3)C(C(N5)=O)(C)C)C=CC=C4)C2C1